2-(2-((4'-((Dimethylamino)methyl)-4-methyl-[1,1'-biphenyl]-3-yl)(propyl)amino)thiazol-4-yl)pyrimidine-4,6-diamine CN(C)CC1=CC=C(C=C1)C1=CC(=C(C=C1)C)N(C=1SC=C(N1)C1=NC(=CC(=N1)N)N)CCC